N-((S)-1-((3r,5'S)-5'-cyano-2-oxospiro[indol-3,3'-pyrrolidin]-1'-yl)-1-oxo-3-(2,4,5-trifluorophenyl)propan-2-yl)-4,6,7-trifluoro-N-methyl-1H-indole-2-carboxamide C(#N)[C@@H]1C[C@@]2(CN1C([C@H](CC1=C(C=C(C(=C1)F)F)F)N(C(=O)C=1NC3=C(C(=CC(=C3C1)F)F)F)C)=O)C(NC1=CC=CC=C12)=O